4-Oxo-4-((2-Oxo-1-Phenyl-2-(4-(3-(Trifluoromethyl)Phenyl)Piperazin-1-yl)Ethyl)Amino)But-2-Enoic Acid O=C(C=CC(=O)O)NC(C(N1CCN(CC1)C1=CC(=CC=C1)C(F)(F)F)=O)C1=CC=CC=C1